1,2-diethoxy-1,2-difluoroethane C(C)OC(C(F)OCC)F